1-(2-aminophenyl)-pyrrole NC1=C(C=CC=C1)N1C=CC=C1